The molecule is a lipid A comprising lipid IVA glycosylated with two 3-deoxy-D-manno-octulosonic acid (KDO) residues and carrying an additional 4-amino-4-deoxy-beta-L-arabinopyranosyl esterifying group. It is a conjugate acid of a beta-L-Ara4N-(KDO)2-lipid IVA(4-). CCCCCCCCCCC[C@H](CC(=O)N[C@@H]1[C@H]([C@@H]([C@H](O[C@@H]1OP(=O)(O)O)CO[C@H]2[C@@H]([C@H]([C@@H]([C@H](O2)CO[C@@]3(C[C@H]([C@H]([C@H](O3)[C@@H](CO)O)O)O[C@@]4(C[C@H]([C@H]([C@H](O4)[C@@H](CO)O)O)O)C(=O)O)C(=O)O)OP(=O)(O)O[C@@H]5[C@@H]([C@H]([C@H](CO5)N)O)O)OC(=O)C[C@@H](CCCCCCCCCCC)O)NC(=O)C[C@@H](CCCCCCCCCCC)O)O)OC(=O)C[C@@H](CCCCCCCCCCC)O)O